2',7-dimethyl-1-(6-{2-oxa-5-azabicyclo[2.2.1]heptan-5-yl}pyridin-3-yl)-1H,2'H-3,4'-biindazole CN1N=C2C=CC=C(C2=C1)C1=NN(C2=C(C=CC=C12)C)C=1C=NC(=CC1)N1C2COC(C1)C2